CN(CCOC1=CC=C(C=C1)C1=NC=CC2=C1N=C(N=C2)NC2=CC=C(C=C2)N2CCOCC2)C 8-(4-(2-(dimethylamino)ethoxy)phenyl)-N-(4-morpholinylphenyl)pyrido[3,4-d]pyrimidin-2-amine